ClC=1C=C(C=CC1F)C1=C(C(=CC=C1)C[C@@H]1N(CC([C@@H]1NS(=O)(=O)CC)(F)F)C(=O)[C@H]1OCC1)F N-[(2S,3R)-2-[(3'-chloro-2,4'-difluoro[1,1'-biphenyl]-3-yl)methyl]-4,4-difluoro-1-((2S)-oxetane-2-carbonyl)pyrrolidin-3-yl]ethanesulfonamide